COC(=O)[C@H]1OC(O[C@@H]1C1=C(C=CC=C1)[N+](=O)[O-])(CC)CC.C(C)(C)(C)[Si](OCCOC1=NC2=CC=CC=C2C(=C1C(\C=C\C=1C=NC=NC1)=O)C1=CC=CC=C1)(C)C (2E)-1-(2-{2-[(tertbutyldimethylsilyl)oxy]ethoxy}-4-phenylquinolin-3-yl)-3-(pyrimidin-5-yl)prop-2-en-1-one (4s,5r)-methyl-5-(2-nitrophenyl)-2,2-diethyl-1,3-dioxolane-4-carboxylate